4-((5-(2-aminopyridin-3-yl)isoxazol-3-yl)methyl)phenol NC1=NC=CC=C1C1=CC(=NO1)CC1=CC=C(C=C1)O